(6-Methoxy-2-methyl-4-((1-(3-(trifluoromethyl)phenyl)ethyl)amino)quinazolin-7-yl)(morpholino)methanone COC=1C=C2C(=NC(=NC2=CC1C(=O)N1CCOCC1)C)NC(C)C1=CC(=CC=C1)C(F)(F)F